COC=1C=C(C=CC1)C#C\C=C/1\C(CN(CC1)C(=O)OCC)(C)C Ethyl (4E)-4-[3-(3-methoxyphenyl)prop-2-yn-1-ylidene]-3,3-dimethylpiperidine-1-carboxylate